2-(2-methyl-2-propen-1-yl)oxirane CC(CC1OC1)=C